ClC1=CNC=2N=C(N=C(C21)N[C@H]2COCCC2)NC=2C=NN(C2)C2COC2 (R)-5-chloro-N2-(1-(oxetan-3-yl)-1H-pyrazol-4-yl)-N4-(tetrahydropyr-3-yl)-7H-pyrrolo[2,3-d]pyrimidine-2,4-diamine